tert-Butyl 7-(8-((tert-butoxycarbonyl)amino)-7-fluoro-3-((((1r,3r)-3-methoxycyclobutoxy)carbonyl)amino)isoquinolin-6-yl)-8-methyl-3,4-dihydro-1,5-naphthyridine-1(2H)-carboxylate C(C)(C)(C)OC(=O)NC=1C(=C(C=C2C=C(N=CC12)NC(=O)OC1CC(C1)OC)C1=CN=C2CCCN(C2=C1C)C(=O)OC(C)(C)C)F